CN1C[C@@H]([C@H](CC1)NC(=O)C1=CC(=CC=2N(C=NC21)CC(F)(F)F)C#CCNC2=C(C=C(C=C2)C(NC)=O)F)C N-[(3S,4S)-1-methyl-3-methyl-4-piperidyl]-6-{3-[4-(N-methylcarbamoyl)-2-fluorophenylamino]-1-propynyl}-1-(2,2,2-trifluoroethyl)-1H-1,3-benzimidazole-4-carboxamide